O1CCN(CC1)C=1C2=C(N=CN1)C(=NC=C2)N 4-morpholinopyrido[3,4-d]pyrimidin-8-amine